4-(5-(4-(2-oxopyrrolidin-1-yl)phenyl)pyridin-3-yl)-N-(2-(pyridin-3-yl)ethyl)-1H-pyrrolo[2,3-b]pyridine-2-carboxamide O=C1N(CCC1)C1=CC=C(C=C1)C=1C=C(C=NC1)C1=C2C(=NC=C1)NC(=C2)C(=O)NCCC=2C=NC=CC2